20-(eicosa-11-enoyloxy)-eicosanoic acid C(CCCCCCCCCC=CCCCCCCCC)(=O)OCCCCCCCCCCCCCCCCCCCC(=O)O